N-[(3-(6-trifluoromethylpyridin-2-yloxy)phenyl)thiocarbamoyl]thiophene-2-carboxamide FC(C1=CC=CC(=N1)OC=1C=C(C=CC1)NC(=S)NC(=O)C=1SC=CC1)(F)F